COC1=NC=C(C2=C1N=C(S2)NC(=O)N2CC1(CC2)CCOCC1)C1=CC(=CC=C1)NCC=1N=COC1 8-Oxa-2-aza-spiro[4.5]decane-2-carboxylic acid (4-methoxy-7-{3-[(oxazol-4-ylmethyl)-amino]-phenyl}-thiazolo[4,5-c]pyridin-2-yl)-amide